2-(4-bromophenylsulfonyl)-3-methylbutanoic acid BrC1=CC=C(C=C1)S(=O)(=O)C(C(=O)O)C(C)C